(6aR)-8-acryloyl-4-chloro-3-(2-fluoro-6-hydroxyphenyl)-1-(1-isopropyl-1H-pyrazol-5-yl)-6,6a,7,8,9,10-hexahydro-12H-pyrazino[2,1-c]pyrido[3,4-f][1,4]oxazepin-12-one C(C=C)(=O)N1C[C@@H]2COC3=C(C(N2CC1)=O)C(=NC(=C3Cl)C3=C(C=CC=C3O)F)C3=CC=NN3C(C)C